2-butoxy-7-((2-isopropyl-1,2,3,4-tetrahydro-isoquinolin-7-yl)methyl)-5H-pyrrolo[3,2-d]pyrimidin-4-amine C(CCC)OC=1N=C(C2=C(N1)C(=CN2)CC2=CC=C1CCN(CC1=C2)C(C)C)N